FC=1C=C(CNC(OC(C)(C)C)=O)C=CC1C=1C=2N(C=C(N1)C=1C=NN(C1)C)N=CC2 tert-butyl (3-fluoro-4-(6-(1-methyl-1H-pyrazol-4-yl)pyrazolo[1,5-a]pyrazin-4-yl)benzyl)carbamate